[13CH3]I Iodomethane-13C